(2-((5-bromothiazolo-[5,4-b]pyridin-2-yl)-amino)pyridin-4-yl)-(pyrrolidin-1-yl)-methanone BrC1=CC=C2C(=N1)SC(=N2)NC2=NC=CC(=C2)C(=O)N2CCCC2